C(CC)(=O)OC(C(=O)OCCC(CCC=C(C)C)C)C 3,7-dimethyl-6-octenyl 2-propionyloxypropionate